2,2-Dimethyl-3-(4-methylpiperazin-1-yl)propanoic acid CC(C(=O)O)(CN1CCN(CC1)C)C